FC(C1=CC=C(CN2C=3N(C4=C(C2=O)CNCC4)C=CN3)C=C1)(F)F 4-(4-trifluoromethylbenzyl)-6,7,8,9-tetrahydroimidazo[1,2-a]pyrido[3,4-e]pyrimidin-5(4H)-one